1'-[2-(methacryloyloxy)ethyl]-3',3'-dimethyl-6-nitrospiro[2H-1-benzopyran-2,2'-indoline] C(C(=C)C)(=O)OCCN1C2(C(C3=CC=CC=C13)(C)C)OC1=C(C=C2)C=C(C=C1)[N+](=O)[O-]